NC1=C(C(=C(OC2=NC=CC=C2C2=NC(=NC=C2)N[C@@H]2CN(C[C@H](C2)F)C(=O)OCC2=CC=CC=C2)C=C1F)F)F benzyl (3S,5S)-3-((4-(2-(4-amino-2,3,5-trifluoro-phenoxy)-3-pyridyl)pyrimidin-2-yl)amino)-5-fluoro-piperidine-1-carboxylate